4-(2-(benzoyloxy)ethyl)piperidin C(C1=CC=CC=C1)(=O)OCCC1CCNCC1